(E)-2-((4-((6-(4-(Allyloxy)-6-methoxy-7-methyl-3-oxo-1,3-dihydroisobenzofuran-5-yl)-4-methylhex-4-enoyl)oxy)butanoyl)oxy)propane-1,3-diyl dipalmitate C(CCCCCCCCCCCCCCC)(=O)OCC(COC(CCCCCCCCCCCCCCC)=O)OC(CCCOC(CC\C(=C\CC=1C(=C2C(OCC2=C(C1OC)C)=O)OCC=C)\C)=O)=O